4-octyl-9-(diethylamino)-5-oxo-5H-pyrido[3,2-a]Phenoxazine-4-ium iodide [I-].C(CCCCCCC)[N+]1=CC=CC2=C1C(C=C1OC3=CC(=CC=C3N=C21)N(CC)CC)=O